4-(3-chloro-2-fluorophenyl)-1H-1,2,3-triazole-5-carboxylic acid ClC=1C(=C(C=CC1)C=1N=NNC1C(=O)O)F